(piperazin-1-yl)-[1,1':3,1''-terphenyl] N1(CCNCC1)C1=C(C=CC=C1C1=CC=CC=C1)C1=CC=CC=C1